C(#N)C=1C2=CN(N=C2C=C(C1)OC(C)C)C=1SC(=C(N1)C)C(=O)O 2-(4-cyano-6-isopropoxy-2H-indazol-2-yl)-4-methylthiazole-5-carboxylic acid